COC1=CC=C2C(CCOC2=C1C1=CC=CC=C1)=O 7-methoxy-8-phenylchroman-4-one